1-[(4-Methylphenyl)dioxy-lambda6-thio]-5-[4-(4-methylpiperazin-1-yl)phenyl]-3-phenylpyrrolo[2,3-b]pyridine CC1=CC=C(C=C1)OO[SH4]N1C=C(C=2C1=NC=C(C2)C2=CC=C(C=C2)N2CCN(CC2)C)C2=CC=CC=C2